4-(3-fluorophenyl)-1-(5-(isopropylsulfanyl)-4-(5-(trifluoromethyl)pyrimidin-2-yl)thiazol-2-yl)-3-methyl-1H-pyrazole-5-carboxylic acid FC=1C=C(C=CC1)C=1C(=NN(C1C(=O)O)C=1SC(=C(N1)C1=NC=C(C=N1)C(F)(F)F)SC(C)C)C